C(#N)NC(=N)N1CCCCC1 N-cyanopiperidine-1-carboximidamide